FC1=CC=C(C=C1)C1=NC(=CC(=C1)C(C(=O)N)(C)C)OC1[C@@H]2CN(C[C@H]12)C(=O)C1=CC(=NN1C)C=1N=CSC1 2-(2-(4-fluorophenyl)-6-(((1R,5S,6s)-3-(1-methyl-3-(thiazol-4-yl)-1H-pyrazole-5-carbonyl)-3-azabicyclo[3.1.0]hexan-6-yl)oxy)pyridin-4-yl)-2-methylpropanamide